N(=C=O)CC1=CC(=C(C(=C1)C)C)CN=C=O 1,3-Bis(isocyanatomethyl)-4,5-dimethylbenzol